4-((5-([1,2,4]triazolo[1,5-a]pyridin-6-yl)-7H-pyrrolo[2,3-d]pyrimidin-2-yl)amino)-1-methylcyclohexan-1-ol N=1C=NN2C1C=CC(=C2)C2=CNC=1N=C(N=CC12)NC1CCC(CC1)(O)C